BrC(C(=O)OCC)C1=C(C(=CC=C1)C)C1CCC(CC1)OC(F)F Ethyl 2-bromo-2-(2-((1r,4r)-4-(difluoromethoxy)cyclohexyl)-3-methylphenyl)acetate